3-[[(tert-butyldimethylsilyl)oxy]methyl]pyrazine-2-carboxylic acid [Si](C)(C)(C(C)(C)C)OCC=1C(=NC=CN1)C(=O)O